4-(4-chlorobenzoyl)-3-hydroxy-5-(3-phenoxyphenyl)-1-(3-pyridinyl-methyl)-1,5-dihydro-2H-pyrrol-2-one ClC1=CC=C(C(=O)C2=C(C(N(C2C2=CC(=CC=C2)OC2=CC=CC=C2)CC=2C=NC=CC2)=O)O)C=C1